O=C1N(C(C=CN1)=O)CC=1C=C2C(=NC=NN2C1)C1=C(C(=NC(=C1)C(F)(F)F)C)OC1CN(CCC1)C(=O)OC(C)(C)C tert-butyl 3-((4-(6-((2,6-dioxo-3,6-dihydropyrimidin-1(2H)-yl)methyl)pyrrolo[2,1-f][1,2,4]triazin-4-yl)-2-methyl-6-(trifluoromethyl)pyridin-3-yl)oxy)piperidine-1-carboxylate